2-(2-aminopyridin-3-yl)-3H-imidazo[4,5-b]pyridin NC1=NC=CC=C1C1=NC=2C(=NC=CC2)N1